(S)-8-(2-amino-6-((R)-1-(4-(1,3-dimethyl-1H-indazol-5-yl)phenyl)-2,2,2-trifluoroethoxy)pyrimidin-4-yl)-2,8-diazaspiro[4.5]decane-3-carboxylic acid NC1=NC(=CC(=N1)N1CCC2(C[C@H](NC2)C(=O)O)CC1)O[C@@H](C(F)(F)F)C1=CC=C(C=C1)C=1C=C2C(=NN(C2=CC1)C)C